C(CCC)OC=1C=C(C=C(C1)OC)B(O)O 3-BUTOXY-5-METHOXYPHENYLBORONIC ACID